6-chloro-7-fluoro-isoindolin-1-one ClC1=CC=C2CNC(C2=C1F)=O